BrC=1N=C2C(=C(C(N(C2=CC1)C)=O)C#N)N1CCN(CC1)CC1=C(C=C(C=C1)Cl)O 6-bromo-4-{4-[(4-chloro-2-hydroxyphenyl)methyl]piperazin-1-yl}-1-methyl-2-oxo-1,2-dihydro-1,5-naphthyridine-3-carbonitrile